C(C1=CC=CC=C1)OC[C@@H](CF)O (S)-1-(benzyloxy)-3-fluoropropane-2-ol